(E)-3-(1,3-benzodioxol-5-yl)-N-(3-methyl-sulfanylpropyl)-N-phenyl-prop-2-enamide O1COC2=C1C=CC(=C2)/C=C/C(=O)N(C2=CC=CC=C2)CCC(C)S